N-(9-fluorenylmethoxycarbonyl)succinimide C1=CC=CC=2C3=CC=CC=C3C(C12)COC(=O)N1C(CCC1=O)=O